bis(2,4,6-tribromophenoxyethyl)tetrabromobisphenol-A BrC1=C(OCCC(C(C2=C(C(=C(O)C(=C2Br)Br)Br)Br)(C)C2=CC=C(C=C2)O)CCOC2=C(C=C(C=C2Br)Br)Br)C(=CC(=C1)Br)Br